5-chloro-2-(1-methyl-1H-tetrazol-5-ylsulfanyl)-N-(4-trifluoromethyl-phenyl)-benzamide ClC=1C=CC(=C(C(=O)NC2=CC=C(C=C2)C(F)(F)F)C1)SC1=NN=NN1C